2-chloro-3-(hydroxymethylene)-1-cyclohexene ClC1=CCCCC1=CO